N-((1S)-1-cyclohexyl-2-oxo-2-((2-(6-oxo-5,7-diazaspiro[2.5]octan-5-yl)-2-(2,2,2-trifluoroacetyl)-2,3-dihydro-1H-inden-5-yl)amino)ethyl)-1-methyl-1H-pyrazole-5-carboxamide C1(CCCCC1)[C@@H](C(NC=1C=C2CC(CC2=CC1)(C(C(F)(F)F)=O)N1CC2(CC2)CNC1=O)=O)NC(=O)C1=CC=NN1C